(4-(4-(benzo[d]thiazol-4-ylamino)quinolin-7-yl)-3-chlorophenyl)(2,6-diazaspiro[3.3]heptan-2-yl)methanone S1C=NC2=C1C=CC=C2NC2=CC=NC1=CC(=CC=C21)C2=C(C=C(C=C2)C(=O)N2CC1(C2)CNC1)Cl